ClC1=C(C=C(C(=C1)OC(C(C(F)(F)F)F)(F)F)Cl)NC(=O)NC(C1=C(C=CC=C1F)F)=O 1-[2,5-dichloro-4-(1,1,2,3,3,3-hexafluoropropoxy)phenyl]-3-(2,6-difluorobenzoyl)urea